3-((5-(3-chloroimidazo[1,2-a]pyrimidin-6-yl)pyrrolo[2,1-f][1,2,4]triazin-2-yl)amino)cyclobutan-1-ol ClC1=CN=C2N1C=C(C=N2)C=2C=CN1N=C(N=CC12)NC1CC(C1)O